[Al].C(C1=CC(C(=O)O)=CC(C(=O)O)=C1)(=O)O trimesic acid aluminum